5-methyl-1-(8-(trifluoromethyl)quinoxalin-5-yl)piperidin-3-amine CC1CC(CN(C1)C1=C2N=CC=NC2=C(C=C1)C(F)(F)F)N